6-(2-amino-5-(2-(4,4-difluorobutyl)-5-methyl-1,2,3,4-tetrahydroisoquinolin-7-yl)-6-fluoropyridin-3-yl)-3,4-dihydroisoquinolin-1(2H)-one NC1=NC(=C(C=C1C=1C=C2CCNC(C2=CC1)=O)C1=CC(=C2CCN(CC2=C1)CCCC(F)F)C)F